CN1N(C=C(C=C1)NC=O)C 1,2-dimethyl-N-pyridazin-4-yl-carboxamide